C(CCCCCCCCCCCCCCC(C)C)OCC(O)CO 1-mono-isostearyl-glycerol